COC(C(CC)Br)=O 2-Bromobutyric acid methyl ester